COC1=CCN=C(N1)NC(NC(CN=C=O)CCCCN=C=O)=O 2-(3-(6-methyl-oxy-1,4-dihydropyrimidin-2-yl)ureido)hexamethylene isocyanate